FC1(CN(CC1)C1=NC(=NC=2N3CCOC(C3=NC12)(C)C)C=1C=NC=2N(C1)N=CC2)F 1-(3,3-Difluoro-pyrrolidin-1-yl)-8,8-dimethyl-3-pyrazolo[1,5-a]pyrimidin-6-yl-5,6-dihydro-8H-7-oxa-2,4,4b,9-tetraaza-fluorene